6-methyl-5-[4-(1-methyl-1H-1,2,4-triazol-3-yl)piperidine-1-carbonyl]-N-(1-methylcyclopropyl)furo[2,3-d]pyrimidin-4-amine CC1=C(C2=C(N=CN=C2NC2(CC2)C)O1)C(=O)N1CCC(CC1)C1=NN(C=N1)C